di-butylaminobenzeN C(CCC)N(CCCC)C1=CC=CC=C1